ClC=1C(=C(C=CC1F)C1C(OC(C1)(C(F)(F)F)C)C(=O)[O-])OC.[K+].CC(CC(/C=C/C1C(=CCCC1(C)C)C)=O)C (E)-5-methyl-1-(2,6,6-trimethyl-1-cyclohex-2-enyl)hex-1-en-3-one potassium 3-(3-chloro-4-fluoro-2-methoxy-phenyl)-5-methyl-5-(trifluoromethyl)tetrahydrofuran-2-carboxylate